C(CCCCC)C(C(=O)OCCN(C(C=CC(NCCOCCN(C)C)=O)=O)CCOC(C(CCCCCCCC)CCCCCC)=O)CCCCCCCC 13-{2-[(2-hexyl-1-oxodecyl) oxy] ethyl}-2-methyl-9,12-dioxo-5-oxa-2,8,13-triazapentadec-10-en-15-yl 2-hexyldecanoate